ClC1=C(C=CC(=C1)CNC([2H])([2H])[2H])N1N=CC(=C1)C1=NC(=NC=C1C#N)NC1CCN(CC1)S(=O)(=O)C1=NN(C=C1)C 4-(1-(2-Chloro-4-(((methyl-d3)amino)methyl)phenyl)-1H-pyrazol-4-yl)-2-((1-((1-methyl-1H-pyrazol-3-yl)sulfonyl)piperidin-4-yl)amino)pyrimidine-5-carbonitrile